2,4,5-trimethyl-3-hydroxybenzoic acid CC1=C(C(=O)O)C=C(C(=C1O)C)C